3-(5-(((1R,2R)-2-(2-oxa-7-azaspiro[3.5]nonan-7-yl)cyclohexyl)oxy)-1-oxoisoindolin-2-yl)piperidine-2,6-dione C1OCC12CCN(CC2)[C@H]2[C@@H](CCCC2)OC=2C=C1CN(C(C1=CC2)=O)C2C(NC(CC2)=O)=O